(R)-3-(2-((1-(2-(4,4-dimethylpiperidin-1-yl)-6-methyl-4-oxo-4H-chromen-8-yl)ethyl)amino)phenyl)-1,2,4-oxadiazol-5(4H)-one CC1(CCN(CC1)C=1OC2=C(C=C(C=C2C(C1)=O)C)[C@@H](C)NC1=C(C=CC=C1)C1=NOC(N1)=O)C